platinum-nickel-iron [Fe].[Ni].[Pt]